[4-(cyclopropylmethyl)-3-methoxy-phenyl]methanol C1(CC1)CC1=C(C=C(C=C1)CO)OC